N,N'-{1,5,9-triazacyclododecane-1,5-diylbis[methylene(2-hydroxy-5-methyl-3,1-phenylene)]}bis[3-hydroxy-2-(hydroxymethyl)propanamide] N1(CCCN(CCCNCCC1)CC=1C(=C(C=C(C1)C)NC(C(CO)CO)=O)O)CC=1C(=C(C=C(C1)C)NC(C(CO)CO)=O)O